C(C1=CC=CC=C1)OCCCN(CCN(CCO)CCO)CC 2,2'-((2-((3-(benzyloxy)propyl)(ethyl)amino)ethyl)azanediyl)bis(ethan-1-ol)